OCC(CO)(CO)[N+](=O)[O-] 2-(hydroxymethyl)-2-nitropropane-1,3-diol